O=C1CC2(C1)CN(C2)C2=NC=CC(=N2)COC2=CC=C(C=C2)C(C)(C)C2=CC=C(OCCCCCCCCOCCCCNC=1C=C3C(N(C(C3=CC1)=O)C1C(NC(CC1)=O)=O)=O)C=C2 5-((4-((8-(4-(2-(4-((2-(2-oxo-6-azaspiro[3.3]heptane-6-yl)pyrimidine-4-yl)methoxy)phenyl)propan-2-yl)phenoxy)octyl)oxy)butyl)amino)-2-(2,6-dioxopiperidin-3-yl)isoIndoline-1,3-dione